6-[4-[acetyl(cyclopropylmethyl)amino]-3-(trifluoromethyl)phenyl]-N-[2-(3-pyridyl)ethyl]pyridine-3-carboxamide C(C)(=O)N(C1=C(C=C(C=C1)C1=CC=C(C=N1)C(=O)NCCC=1C=NC=CC1)C(F)(F)F)CC1CC1